7-cyclopropylimidazo[1,2-a]pyridine-2-carboxamide C1(CC1)C1=CC=2N(C=C1)C=C(N2)C(=O)N